The molecule is a choloyl-CoA formed by thioester linkage between chenodeoxycholic acid and coenzyme A. It has a role as a human metabolite and a mouse metabolite. It derives from a chenodeoxycholic acid. It is a conjugate acid of a chenodeoxycholoyl-CoA(4-). C[C@H](CCC(=O)SCCNC(=O)CCNC(=O)[C@@H](C(C)(C)COP(=O)(O)OP(=O)(O)OC[C@@H]1[C@H]([C@H]([C@@H](O1)N2C=NC3=C(N=CN=C32)N)O)OP(=O)(O)O)O)[C@H]4CC[C@@H]5[C@@]4(CC[C@H]6[C@H]5[C@@H](C[C@H]7[C@@]6(CC[C@H](C7)O)C)O)C